Trimethoxy(2,4,4-trimethylpentyl)silane CO[Si](CC(CC(C)(C)C)C)(OC)OC